1-(4-(6-chloro-8-fluoro-7-(2-fluoro-6-hydroxy-phenyl)quinazolin-4-yl)-2,2-dimethyl-piperazin-1-yl)prop-2-en-1-one ClC=1C=C2C(=NC=NC2=C(C1C1=C(C=CC=C1O)F)F)N1CC(N(CC1)C(C=C)=O)(C)C